N-(1-(cyclopropylmethyl)-5-fluoro-1H-benzo[d]imidazol-2-yl)-5-((dimethylamino)methyl)benzo[d]oxazol-2-amine C1(CC1)CN1C(=NC2=C1C=CC(=C2)F)NC=2OC1=C(N2)C=C(C=C1)CN(C)C